4-amino-6-(3-chloro-4-fluorophenoxy)-5-(3-methoxy-2,6-dimethylphenyl)nicotinic acid NC1=C(C(=NC=C1C(=O)O)OC1=CC(=C(C=C1)F)Cl)C1=C(C(=CC=C1C)OC)C